benzylidene-2-(4-chlorostyryl)oxazol-5(4H)-one C(C1=CC=CC=C1)=C1N=C(OC1=O)C=CC1=CC=C(C=C1)Cl